COC1=C(C=CC=C1)S(=O)C1=CC=C(C=C1)C 1-methoxy-2-(p-tolylsulfinyl)benzene